bithiophenemonoamine hydroiodide I.S1C(=C(C=C1)N)C=1SC=CC1